NC1=NC=CC2=C1N(C(N2[C@H]2CN(CCC2)C(C=C)=O)=O)C2=CC=C(C=C2)OC2=CC=CC=C2 4-amino-3-(4-phenoxyphenyl)-1-[(3R)-1-prop-2-enoylpiperidin-3-yl]imidazo[4,5-c]pyridin-2-one